6-(6-ethoxypyridin-3-yl)pyrazine-2-carboxylic acid C(C)OC1=CC=C(C=N1)C1=CN=CC(=N1)C(=O)O